((S)-1-((S)-2-hydroxy-1-phenyl-ethyl)-piperidin-2-yl)azetidine-1-carboxylic acid tert-butyl ester C(C)(C)(C)OC(=O)N1C(CC1)[C@H]1N(CCCC1)[C@H](CO)C1=CC=CC=C1